1-(2,3,5,6-tetrafluoro-4-(methylthio)phenyl)ethan-1-amine FC1=C(C(=C(C(=C1F)SC)F)F)C(C)N